BrCCCCCCCC[Si](C)(C)OC (8-bromooctyl)methoxydimethylsilane